(tridecafluoro-1,1,2,2-tetrahydrooctyl)trimethoxysilane CO[Si](CCC(C(C(C(C(C(F)(F)F)(F)F)(F)F)(F)F)(F)F)(F)F)(OC)OC